[Na].C1CCC2=C(C=3CCCC3C=C12)NC(=O)NS(=O)(=O)C1=NN(C=C1)CC(=O)N(C)C 2-(3-(N-((1,2,3,5,6,7-hexahydro-s-indacen-4-yl)carbamoyl)sulfamoyl)-1H-pyrazol-1-yl)-N,N-dimethylacetamide, sodium salt